N,N'-Bis[2,6-dimethyl-4-(3,3,4,4,5,5,6,6,7,7,8,8,8-tridecafluorooct-1-en-1-yl)phenyl]ethane-1,2-diimine CC1=C(C(=CC(=C1)C=CC(C(C(C(C(C(F)(F)F)(F)F)(F)F)(F)F)(F)F)(F)F)C)N=CC=NC1=C(C=C(C=C1C)C=CC(C(C(C(C(C(F)(F)F)(F)F)(F)F)(F)F)(F)F)(F)F)C